6-chlorobenzothiophene-2-carboxylic acid ethyl ester C(C)OC(=O)C=1SC2=C(C1)C=CC(=C2)Cl